The molecule is an azaheterocycle sulfate salt that is the sulfate salt of the HIV-1 reverse transcriptase inhibitor abacavir. It derives from an abacavir. C1CC1NC2=C3C(=NC(=N2)N)N(C=N3)[C@@H]4C[C@@H](C=C4)CO.C1CC1NC2=C3C(=NC(=N2)N)N(C=N3)[C@@H]4C[C@@H](C=C4)CO.OS(=O)(=O)O